C(#N)[C@H](C[C@H]1C(NCCC1)=O)NC([C@H](CC1CC1)NC(=O)C=1NC2=C(C=C(C=C2C1)F)F)=O N-[(2S)-1-({(1S)-1-cyano-2-[(3S)-2-oxopiperidin-3-yl]ethyl}amino)-3-cyclopropyl-1-oxopropan-2-yl]-5,7-difluoro-1H-indole-2-carboxamide